ethyl 2-((2-acetyl-5-bromo-3-fluorophenyl)(isopropyl)amino)-2-oxoacetate C(C)(=O)C1=C(C=C(C=C1F)Br)N(C(C(=O)OCC)=O)C(C)C